S1C=NC2=C1C(=CC=C2)S(=O)(=O)CCC(=O)N2CC1COCC(C2)N1C1=CC=C(C=N1)C#N 6-{7-[3-(1,3-benzothiazole-7-sulfonyl)propanoyl]-3-oxa-7,9-diazabicyclo[3.3.1]nonan-9-yl}pyridine-3-carbonitrile